3-Mercaptopropylamin hydrochlorid Cl.SCCCN